3-phenethylurea C(CC1=CC=CC=C1)NC(N)=O